9-methyldec-8-en-1-yl 8-((2-hydroxyethyl)amino)octanoate OCCNCCCCCCCC(=O)OCCCCCCCC=C(C)C